N-(2-(2-aminoethoxy)ethyl)-3-(2-(3-((2,4-diamino-6-ethylpyrimidin-5-yl)oxy)propoxy)phenyl)propanamide NCCOCCNC(CCC1=C(C=CC=C1)OCCCOC=1C(=NC(=NC1CC)N)N)=O